F[C@H]1C[C@H](N2N=C(N=C21)C(=O)C2CN(C2)C(C)=O)C2=CC=CC=C2 1-(3-((5S,7S)-7-fluoro-5-phenyl-6,7-dihydro-5H-pyrrolo[1,2-b][1,2,4]triazole-2-carbonyl)azetidin-1-yl)ethan-1-one